[Si](C)(C)(C(C)(C)C)OC(CC=C)C1=CC(=C(C=N1)C=1C(N(C2=CC(=NC=C2C1)NC(=O)[C@@H]1[C@@H](C1)F)C)=O)C (1R,2R)-N-[3-(6-{1-[(tert-butyldimethylsilyl)oxy]but-3-en-1-yl}-4-methylpyridin-3-yl)-1-methyl-2-oxo-1,6-naphthyridin-7-yl]-2-fluorocyclopropane-1-carboxamide